3-(5-(2,6-dimethylpyridin-3-yl)-2-(4,6-diphenyl-1,3,5-triazin-2-yl)phenyl)-9-phenyl-9H-carbazole CC1=NC(=CC=C1C=1C=CC(=C(C1)C=1C=CC=2N(C3=CC=CC=C3C2C1)C1=CC=CC=C1)C1=NC(=NC(=N1)C1=CC=CC=C1)C1=CC=CC=C1)C